COC=1C=CC=2C3=C(C=NC2N1)NC(N3[C@H](C)C3=CC=C(C=C3)S(=O)(=O)N)=O (R)-4-(1-(7-methoxy-2-oxo-2,3-dihydro-1H-imidazo[4,5-c][1,8]naphthyridin-1-yl)ethyl)benzenesulfonamide